ClC=1C=C2N=CC(=NC2=CC1)C1=CC=C(C=C1)C=1N=C(C(=NC1)O)O 5-(4-(6-chloroquinoxalin-2-yl)phenyl)pyrazine-2,3-diol